N-(3-aminobenzyl)-8-isopropyl-2-methoxypyrazolo[1,5-a][1,3,5]triazin-4-amine NC=1C=C(CNC2=NC(=NC=3N2N=CC3C(C)C)OC)C=CC1